N-(3-cyano-4-fluoro-1H-indol-7-yl)-1-(3-hydroxy-3-methyl-butyl)pyrazole-4-sulfonamide C(#N)C1=CNC2=C(C=CC(=C12)F)NS(=O)(=O)C=1C=NN(C1)CCC(C)(C)O